(6R,S)-5,6,7,8-tetrahydropterin N1=C(N)NC(=O)C=2NCCNC12